4-methanesulfonyl-butane CS(=O)(=O)CCCC